1-cyclopentyl-5-[3-(3-methylthiophen-2-yl)-1,2,4-oxadiazol-5-yl]-1H-1,2,3-benzotriazole C1(CCCC1)N1N=NC2=C1C=CC(=C2)C2=NC(=NO2)C=2SC=CC2C